(R)-(7-Chloro-1H-benzo[d]imidazol-2-yl)(2-cyclopropyl-4-methyl-6,7-dihydrothiazolo[5,4-c]pyridin-5(4H)-yl)methanone ClC1=CC=CC2=C1NC(=N2)C(=O)N2[C@@H](C1=C(CC2)N=C(S1)C1CC1)C